4-(((1-Acryloylpiperidin-3-yl)methyl)amino)pyrrolo[1,2-b]pyridazine-3-carboxamide C(C=C)(=O)N1CC(CCC1)CNC=1C=2N(N=CC1C(=O)N)C=CC2